(+)-(R)-trans-4-(1-Aminoethyl)-N-(4-pyridyl)cyclohexanecarboxamide dihydrochloride Cl.Cl.N[C@H](C)[C@@H]1CC[C@H](CC1)C(=O)NC1=CC=NC=C1